ClC1=CC=C(COC2=NN=C(S2)NC(C2=C(N=CC=C2)N2CC(N(CC2)CCO)=O)=O)C=C1 N-(5-((4-chlorobenzyl)oxy)-1,3,4-thiadiazol-2-yl)-2-(4-(2-hydroxyethyl)-3-oxopiperazin-1-yl)nicotinamide